(2S,4r)-1-[(2S)-2-(4-cyclopropyl-triazol-1-yl)-3,3-dimethyl-butyryl]-N-(6-fluoro-1,1-dioxo-3,4-dihydro-2H-thiochromen-4-yl)-4-hydroxy-pyrrolidine-2-carboxamide C1(CC1)C=1N=NN(C1)[C@H](C(=O)N1[C@@H](C[C@H](C1)O)C(=O)NC1CCS(C2=CC=C(C=C12)F)(=O)=O)C(C)(C)C